C(OC=1C=C(C=CC1)C12CCC(CC1)(CC2)C(=O)O)([2H])([2H])[2H] 4-(3-(methoxy-d3)phenyl)bicyclo[2.2.2]octane-1-carboxylic acid